N-[1-[2-(1,1-dioxo-1,2-thiazolidin-2-yl)ethyl]pyrazolo[3,4-d]pyrimidin-6-yl]-2-methyl-3,4-dihydro-1H-isoquinolin-7-amine trifluoroacetate FC(C(=O)O)(F)F.O=S1(N(CCC1)CCN1N=CC=2C1=NC(=NC2)NC2=CC=C1CCN(CC1=C2)C)=O